C(CC)[Mg]Cl n-propylmagnesium chloride